cis-5-Fluoro-N-[1-(6-methoxypyridin-3-yl)cyclopropyl]-2H-spiro[1-benzofuran-3,1'-cyclopropane]-2'-carboxamide FC=1C=CC2=C(C1)C1(C(C1)C(=O)NC1(CC1)C=1C=NC(=CC1)OC)CO2